4-[(3R)-3-methylmorpholin-4-yl]-6-[4-methylsulfonyl-2-(trifluoromethyl)piperazin-1-yl]-1H-pyridin-2-one C[C@H]1N(CCOC1)C1=CC(NC(=C1)N1C(CN(CC1)S(=O)(=O)C)C(F)(F)F)=O